2-Methylhexadecanal CC(C=O)CCCCCCCCCCCCCC